4-((1-(2-chlorophenyl)-2-oxocyclohexyl)(methyl)amino)-4-oxobut-2-enoic acid ClC1=C(C=CC=C1)C1(C(CCCC1)=O)N(C(C=CC(=O)O)=O)C